C(#N)C(C(=O)[O-])=C(C1=CC=CC=C1)C1=CC(=C(C(=C1)C(C)C)O)C(C)C.[Cl-].C(CCC)N1CC=CC=C1 1-butylpyridine Chloride 2-cyano-3-(4-hydroxy-3,5-diisopropylphenyl)-3-phenylacrylate